ClC=1N=NC(=C2C1N(N=C2)C)N[C@H]2CN(C[C@H](C2)O)C(=O)OC(C)(C)C tert-butyl (3R,5S)-3-[(7-chloro-1-methyl-pyrazolo[3,4-d]pyridazin-4-yl)amino]-5-hydroxy-piperidine-1-carboxylate